N1(CCOCC12CCNCC2)CCCO 3-(4-oxa-1,9-diazaspiro[5.5]undec-1-yl)propan-1-ol